ClC=1C(=NC=CC1)C(N1C=CC2=CC=CC(=C12)C)C1CC1 N-((3-chloropyridin-2-yl)(cyclopropyl)methyl)-7-methyl-1H-indole